C1(=CC=CC=C1)S(=O)(=O)NC1=CC=C(C=C1)C1=NNC(=C1C(=O)N)NC1=NC=CC=C1 3-(4-(phenyl-sulfonamido)phenyl)-5-(pyridin-2-ylamino)-1H-pyrazole-4-carboxamide